ClC=1SC(=CC1C(CCC(=O)O)(F)F)Cl 4-(2,5-dichlorothiophen-3-yl)-4,4-difluorobutyric acid